1-((S)-4-((tert-butyldimethylsilyl)oxy)butan-2-yl)-6-chloro-3-(((S)-1-methylpyrrolidin-2-yl)ethynyl)-1H-pyrazolo[4,3-c]pyridine [Si](C)(C)(C(C)(C)C)OCC[C@H](C)N1N=C(C=2C=NC(=CC21)Cl)C#C[C@H]2N(CCC2)C